2-({(1S)-1-[4-(1-Acryloyl-1,2,3,6-tetrahydropyridin-4-yl)phenyl]ethyl}amino)-8-[(2S)-3-methylbutan-2-yl]pyrido[2,3-d]pyrimidin-7(8H)-on C(C=C)(=O)N1CCC(=CC1)C1=CC=C(C=C1)[C@H](C)NC=1N=CC2=C(N1)N(C(C=C2)=O)[C@@H](C)C(C)C